bicyclo[7.2.0]undecane C12CCCCCCCC2CC1